C1CCC(=O)C1 The molecule is a cyclic ketone that consists of cyclopentane bearing a single oxo substituent. It has a role as a Maillard reaction product.